C(C)(=S)OCC[Si](OC(C)C)(OC(C)C)C 2-(methyldiisopropyloxysilyl)-1-ethyl thioacetate